N-[4-(2-carbamimidamidoethyl)phenyl]-2-(1-carbamimidoyl-1,2,3,6-tetrahydropyridin-4-yl)-1,3-thiazole-5-carboxamide trifluoroacetate FC(C(=O)O)(F)F.N(C(=N)N)CCC1=CC=C(C=C1)NC(=O)C1=CN=C(S1)C=1CCN(CC1)C(N)=N